4-(5-(((5-fluoro-2,3-dihydrobenzofuran-4-yl)methyl)amino)-[1,2,4]triazolo[4,3-c]pyrimidin-8-yl)benzo[b]thiophene 1,1-dioxide FC=1C=CC2=C(CCO2)C1CNC1=NC=C(C=2N1C=NN2)C2=CC=CC=1S(C=CC12)(=O)=O